FC(C1=C(C(=O)NC=2C=C(C=CC2)N2C(C(NC=3C4=C(C=CC23)CCCC4)=O)=O)C=CC=C1)(F)F 4-[3-[2-(trifluoromethyl)benzoyl]aminophenyl]-2,3,7,8,9,10-hexahydro-1H-benzo[f]quinoxaline-2,3-dione